3-(4-(((1r,4r)-4-aminocyclohexyl)(2-cyclopropylethyl)amino)-1-oxoisoindolin-2-yl)piperidine-2,6-dione NC1CCC(CC1)N(C1=C2CN(C(C2=CC=C1)=O)C1C(NC(CC1)=O)=O)CCC1CC1